O[C@H](COC=1C=C(C=CC1)S(=O)(=O)NC)CNC1COC2(C1)CCN(CC2)S(=O)(=O)C=2C=NC(=CC2)N2CCOCC2 3-((2S)-2-hydroxy-3-(8-(6-morpholinopyridin-3-ylsulfonyl)-1-oxa-8-azaspiro[4.5]dec-3-ylamino)propoxy)-N-methylbenzenesulfonamide